N-(3-(3-chloro-2-(3-fluoro-4-(((2-hydroxyethyl)amino)methyl)-5-methoxyphenyl)pyridin-4-yl)-2-methylphenyl)-5-(((2-hydroxyethyl)amino)methyl)picolinamide ClC=1C(=NC=CC1C=1C(=C(C=CC1)NC(C1=NC=C(C=C1)CNCCO)=O)C)C1=CC(=C(C(=C1)OC)CNCCO)F